N-(4-benzofuran-2-yl-phenyl)-N-(4-benzooxazole-2-yl-phenyl)-N-{4-(2-naphthalene-2-yl-benzooxazole-6-yl)-phenyl}-amine O1C(=CC2=C1C=CC=C2)C2=CC=C(C=C2)N(C2=CC=C(C=C2)C2=CC1=C(N=C(O1)C1=CC3=CC=CC=C3C=C1)C=C2)C2=CC=C(C=C2)C=2OC1=C(N2)C=CC=C1